1-(4-((2R)-2-methyl-1-(6-(4-(4-methyl-1-(1-methylpyrrolidin-3-yl)-1H-pyrazol-5-yl)piperidin-1-yl)-2-(trifluoromethyl)pyrimidin-4-yl)azetidin-3-yl)piperazin-1-yl)prop-2-en-1-one C[C@H]1N(CC1N1CCN(CC1)C(C=C)=O)C1=NC(=NC(=C1)N1CCC(CC1)C1=C(C=NN1C1CN(CC1)C)C)C(F)(F)F